FC=1C=C(C=CC1F)S(=O)(=O)NC1=CC=C(C(=O)NC2=CC=C(C=C2)C)C=C1 4-((3,4-difluorophenyl)sulfonamido)-N-(p-tolyl)benzamide